FC1(C2CN(CC12)C(=O)N)F 6,6-difluoro-3-azabicyclo[3.1.0]hexane-3-carboxamide